methyl (2R,5S)-5-(5-bromo-4-hydroxypyridin-3-yl)pyrrolidine-2-carboxylate BrC=1C(=C(C=NC1)[C@@H]1CC[C@@H](N1)C(=O)OC)O